FC1=CC=C(C2=CC=CC=C12)[C@H]1[C@@H](C1)C=1C=NC(=NC1)C1=NC=CC=N1 trans-5-(2-(4-fluoronaphthalen-1-yl)cyclopropyl)-2,2'-bipyrimidine